7-bromo-N-[(4S)-3,4-dihydro-2H-chromen-4-yl]-3-methoxythieno[2,3-c]pyridine-2-carboxamide BrC=1N=CC=C2C1SC(=C2OC)C(=O)N[C@H]2CCOC1=CC=CC=C21